O=S1(CCN(CC1)CCCN1C=CC2=CC=C(C=C12)C#CC=1C(=C(C(=O)O)C=CC1)C1=CC=C2C=CNC2=C1)=O 3-{1-[3-(1,1-Dioxo-1λ6-thiomorpholin-4-yl)-propyl]-1H-indol-6-ylethynyl}-2-(1H-indol-6-yl)-benzoic acid